tert-butyl (3S)-3-[[4-[6-cyano-7-methylsulfonyl-1-(2-trimethylsilylethoxymethyl)indol-3-yl]-5-propyl-pyrimidin-2-yl]amino]piperidine-1-carboxylate C(#N)C1=CC=C2C(=CN(C2=C1S(=O)(=O)C)COCC[Si](C)(C)C)C1=NC(=NC=C1CCC)N[C@@H]1CN(CCC1)C(=O)OC(C)(C)C